[(1R,2S,4R)-4-(4-{[(2,4-dimethoxyphenyl)methyl]amino}-5-(1-methyl-1H-pyrazol-3-yl)-7H-pyrrolo[2,3-d]pyrimidin-7-yl)-2-hydroxycyclopentyl]methyl 4-methylbenzene-1-sulfonate CC1=CC=C(C=C1)S(=O)(=O)OC[C@@H]1[C@H](C[C@@H](C1)N1C=C(C2=C1N=CN=C2NCC2=C(C=C(C=C2)OC)OC)C2=NN(C=C2)C)O